CNC1CCC(CC1)O (1r,4r)-4-(methylamino)cyclohexan-1-ol